(2R,3R)-ethyl 3-(2-Chlorothiazol-5-yl)-2,3-dihydroxypropionate ClC=1SC(=CN1)[C@@H]([C@H](C(=O)OCC)O)O